6,6,10-Trimethyl-3-(2-methyloctan-2-yl)-8,9,10,11-tetrahydro-7H-benzo[d][1]benzoxepin-1-ol CC1(OC=2C(C3=C(C1)CCC(C3)C)=C(C=C(C2)C(C)(CCCCCC)C)O)C